FC1=C2CN(C(C2=CC=C1C1NCCCC1)=O)C1C(NC(CC1)=O)=O 3-(4-Fluoro-1-oxo-5-(piperidin-2-yl)isoindolin-2-yl)piperidine-2,6-dione